N-(3-amino-4-chloro-2-fluorophenyl)-N-((2-(trimethylsilyl)ethoxy)methyl)propane-1-sulfonamide NC=1C(=C(C=CC1Cl)N(S(=O)(=O)CCC)COCC[Si](C)(C)C)F